4-((dimethyl-amino)methyl)aniline CN(C)CC1=CC=C(N)C=C1